OC=1C(C(=CN2N3C(CCCC(N(C(C21)=O)C3)C)C)C(=O)NCC3=C(C=C(C=C3F)F)F)=O 9-hydroxy-2,6-dimethyl-8,10-dioxo-N-(2,4,6-trifluorobenzyl)-3,4,5,6,8,10-hexahydro-2H-1,7-methanopyrido[1,2-b][1,2,5]triazecine-11-carboxamide